glycolyl-coA C(CO)(=O)SCCNC(CCNC([C@@H](C(COP(OP(OC[C@@H]1[C@H]([C@H]([C@@H](O1)N1C=NC=2C(N)=NC=NC12)O)OP(=O)(O)O)(=O)O)(=O)O)(C)C)O)=O)=O